C(CC)NC1=C(C=CC=C1)NC1=CC=CC=C1 N-propyl-N'-phenylphenylenediamine